BrC=1C(=NN(C1)C)C1=CC=NC=C1 4-(4-bromo-1-methyl-1H-pyrazol-3-yl)pyridine